OC1(CCCC1)C1=CC=CC(=N1)CN1N=NC(=C1)C1=CC(=NC(=N1)N1CCCC1)C=1C=C(C#N)C=CC1 m-[6-(1-{[6-(1-hydroxycyclopentyl)-2-pyridinyl]methyl}-1H-1,2,3-triazol-4-yl)-2-(1-pyrrolidinyl)-4-pyrimidinyl]benzonitrile